C(C)C1(N(CCC1)C(=O)[O-])C=C 2-Ethyl-2-vinylpyrrolidine-1-carboxylate